Ethyl 4-ethoxy-4-(4-(4-(4-(trifluoromethyl)phenyl)piperidine-1-carbonyl) phenyl)piperidine-1-carboxylate C(C)OC1(CCN(CC1)C(=O)OCC)C1=CC=C(C=C1)C(=O)N1CCC(CC1)C1=CC=C(C=C1)C(F)(F)F